N,N,N',N'-tetraglycidyl-2,2'-diethyl-4,4'-methylenedianiline C(C1CO1)N(C1=C(C=C(C=C1)CC1=CC(=C(N(CC2CO2)CC2CO2)C=C1)CC)CC)CC1CO1